ethyl (1-(4-(trifluoromethyl)phenyl)imidazo[1,5-a]pyridin-3-yl)glycinate FC(C1=CC=C(C=C1)C=1N=C(N2C1C=CC=C2)NCC(=O)OCC)(F)F